Methyl 5-((3-(3-((tert-butoxycarbonyl)((2-chloro-[1,1'-biphenyl]-4-yl)methyl)amino)propanamido)propyl)amino)benzo[c][2,6]naphthyridine-8-carboxylate C(C)(C)(C)OC(=O)N(CCC(=O)NCCCNC1=NC2=C(C3=CN=CC=C13)C=CC(=C2)C(=O)OC)CC2=CC(=C(C=C2)C2=CC=CC=C2)Cl